OC[C@H](C)N1C=NC2=C(C1=O)C=C(N=C2C=2C=NC=CC2)N2CCOCC2 (S)-3-(1-hydroxypropan-2-yl)-6-morpholinyl-8-(pyridin-3-yl)pyrido[3,4-d]pyrimidin-4(3H)-one